C[Si](Cl)(C(C)C)C bis(methyl)-isopropylchlorosilane